CN1C(=NN=C1C)C1=CC(=C(C=C1)NC=1N=CC2=C(N1)C(=NC(=C2)C)N2CCC(CC2)(C)OC)OCC N-(4-(4,5-dimethyl-4H-1,2,4-triazol-3-yl)-2-ethoxyphenyl)-8-(4-methoxy-4-methylpiperidin-1-yl)-6-methylpyrido[3,4-d]pyrimidin-2-amine